[NH4+].C(CCCCCCCCCCC)S(=O)(=O)[NH3+] laurylsulfonyl-ammonium ammonium